(1S,2R)-N-(8-(methylamino)-5-(6-((S)-2-methylmorpholino)-[1,2,4]triazolo[1,5-a]pyridin-2-yl)-2,7-naphthyridin-3-yl)-2-(trifluoromethyl)cyclopropan-1-carboxamide CNC=1N=CC(=C2C=C(N=CC12)NC(=O)[C@@H]1[C@@H](C1)C(F)(F)F)C1=NN2C(C=CC(=C2)N2C[C@@H](OCC2)C)=N1